6-(6,7-dimethoxy-3-oxo-1,3-dihydronaphtho[2,3-c]furan-4-yl)benzo[d][1,3]dioxol-5-yl phenyl isopropylphosphoramidate C(C)(C)NP(OC1=CC2=C(OCO2)C=C1C1=C2C=C(C(=CC2=CC=2COC(C21)=O)OC)OC)(OC2=CC=CC=C2)=O